C1(CC1)CCCCCCCCCCCCCCO 14-cyclopropyltetradecan-1-ol